NC1=C(C(N(C2=NC(=CC=C12)OCC)C1=CC=C(C=C1)N)=O)C(=O)OC([2H])([2H])[2H] methyl-d3 4-amino-1-(4-aminophenyl)-7-(ethoxy)-2-oxo-1,2-dihydro-1,8-naphthyridine-3-carboxylate